Br.C(#N)C1=CC=C(CSC(N)=N)C=C1 S-(4-Cyanobenzyl)isothiourea hydrobromide